COC1=CC=C(CN2C(C3=CC(=CC(=C3C2)C(F)(F)F)C2CN(C2)CCC)=O)C=C1 2-(4-methoxybenzyl)-6-(1-propylazetidin-3-yl)-4-(trifluoromethyl)isoindolin-1-one